ClC1=C(C=CC2=C1C(=NCC=1N2C(=NN1)C)C1=C(C=CC=C1F)F)C(F)(F)F 7-chloro-6-(2,6-difluorophenyl)-1-methyl-8-(trifluoromethyl)-4H-[1,2,4]triazolo[4,3-a][1,4]benzodiazepine